FC(OC1=C(C=C(C=C1)N1N=C(C(C1=O)C(=O)OC1=CC=C(C=C1)[N+](=O)[O-])C)C1=CC=NC=C1)F 4-nitrophenyl 1-(4-(difluoromethoxy)-3-(pyridin-4-yl) phenyl)-3-methyl-5-oxo-4,5-dihydro-1H-pyrazole-4-carboxylate